ClC=1C(=NC(=NC1)C1(CC(=C(C=C1)N(C)CCN(C)C)N)N)C1=CNC2=C(C=CC=C12)C 4-(5-chloro-4-(7-methyl-1H-indol-3-yl)pyrimidin-2-yl)-N1-(2-(dimethylamino)ethyl)-N1-methylbenzene-1,2,4-triamine